OC(CN(CCCC(=O)OCCN1CCN(CC1)CCCCSSCCCCCN(CC(CCCCCC\C=C/CCCCCCCC)O)CC(CCCCCC\C=C/CCCCCCCC)O)CC(CCCCCCCCCC)O)CCCCCCCCCC 2-(4-(4-((5-(Bis((Z)-2-hydroxyoctadec-9-en-1-yl)amino)pentyl)disulfaneyl)butyl)piperazin-1-yl)ethyl 4-(bis(2-hydroxydodecyl)amino)butanoate